C(C)(C)(C)OC(=O)N1CCN(CC1)C=1SN=C2N=C(C(=CC21)Cl)C2=CC(=CC1=CC=CC=C21)OC 4-(5-chloro-6-(3-methoxynaphthalen-1-yl)isothiazolo[3,4-b]pyridin-3-yl)piperazine-1-carboxylic acid tert-butyl ester